C1(=CC=CC=C1)S(=O)(=O)NC1=CC2=C(NC=N2)C=C1Cl 5-Benzenesulfonylamino-6-chloro-1H-benzoimidazol